ClCC=1C=CC(=NC1OC)C(C)=O 1-(5-(Chloromethyl)-6-methoxypyridin-2-yl)ethanone